2-oxo-4-((S)-2-oxopyrrolidin-3-yl)butanamide tert-butyl-((2-(6-methoxypyridin-3-yl)-1,6-naphthyridin-7-yl)methyl)carbamate C(C)(C)(C)N(C(O)=O)CC1=NC=C2C=CC(=NC2=C1)C=1C=NC(=CC1)OC.O=C(C(=O)N)CC[C@@H]1C(NCC1)=O